Diphosphomevalonat P(=O)(=O)OCC[C@](CC(=O)[O-])(OP(=O)=O)C